C1(CC1)C=1C(=C2C(C(N(C2=C(C1)F)[C@@H]1C(N(CC1)CCCC(=O)O)=O)=O)(C)C)F (S)-4-(3-(5-cyclopropyl-4,7-difluoro-3,3-dimethyl-2-oxoindolin-1-yl)-2-oxopyrrolidin-1-yl)butanoic acid